ClC=1C=CC(=NC1C(F)(F)F)C(=O)C1CC(C1)C(F)(F)F (5-chloro-6-(trifluoromethyl)pyridin-2-yl)(3-(trifluoromethyl)cyclobutyl)methanone